carbamic acid 2-(3-chlorophenyl)-2,2-difluoro-1-phenylethyl ester ClC=1C=C(C=CC1)C(C(C1=CC=CC=C1)OC(N)=O)(F)F